COC1=NC=CC(=C1)C=O 2-METHOXYPYRIDINE-4-CARBOXALDEHYDE